((trimethylsilyl)oxy)cyclobutane-1-carbonitrile C[Si](OC1(CCC1)C#N)(C)C